2-(1-chloro-cycloprop-1-yl)-1-(2-chlorophenyl)-2-hydroxy-3-(1,2,4-triazol-5-thione-1-yl)-propane ClC1(CC1)C(CC1=C(C=CC=C1)Cl)(CN1NC=NC1=S)O